(1r,2s)-2-methoxy-2-methylcyclopropan-1-amine CO[C@@]1([C@@H](C1)N)C